2-(12-((4-Nitrobenzyl)oxy)dodecyl)-isoindoline-1,3-dione [N+](=O)([O-])C1=CC=C(COCCCCCCCCCCCCN2C(C3=CC=CC=C3C2=O)=O)C=C1